Cl.N[C@H](C(=O)NC=1C=NN(C1)CC=1C(=NC=CC1)OC)C1CCC(CC1)(F)F (2S)-2-amino-2-(4,4-difluorocyclohexyl)-N-[1-[(2-methoxy-3-pyridyl)methyl]pyrazol-4-yl]acetamide, hydrochloride